ethyl (4-methoxy-2-(((2S)-1-((3-methylbutan-2-yl)amino)-1-oxopropan-2-yl)carbamoyl)pyridin-3-yl) carbonate C(OCC)(OC=1C(=NC=CC1OC)C(N[C@H](C(=O)NC(C)C(C)C)C)=O)=O